NC1=NC=2C=C(C(=CC2C2=C1C=NN2C)C(=O)N2C[C@@H](CC2)C2=NC=C(C=C2)C(F)(F)F)Cl (4-amino-7-chloro-1-methyl-1H-pyrazolo[4,3-c]quinolin-8-yl)((3R)-3-(5-(trifluoromethyl)-2-pyridinyl)-1-pyrrolidinyl)methanone